N-myristoylmethylalanine C(CCCCCCCCCCCCC)(=O)CN[C@@H](C)C(=O)O